NC1=NC(=NC=C1)C=1C=NN(C1OCC[C@H](C)NC1=C(C=NC(=C1)Cl)C1=NC=CC=C1OCC(F)(F)F)C (S)-N-(4-((4-(4-aminopyrimidin-2-yl)-1-methyl-1H-pyrazol-5-yl)oxy)butan-2-yl)-6'-chloro-3-(2,2,2-trifluoroethoxy)-[2,3'-bipyridin]-4'-amine